4-(4-formyl-2-nitrothiophen-3-yl)benzoic acid C(=O)C=1C(=C(SC1)[N+](=O)[O-])C1=CC=C(C(=O)O)C=C1